C(C)(C)(C)OC(=O)N1CC(CCC1)N1N=C(C(=N1)Br)Br.BrC1=CC=C(C=C1)C(C(=O)N)=CN1C=CC2=CC=CC=C12 (4-bromophenyl)-3-indol-1-yl-acrylamide tert-butyl-3-(4,5-dibromo-2H-1,2,3-triazol-2-yl)piperidine-1-carboxylate